FC1(CCC(CC1)OC1=NN=C(S1)NC(C1=C(C=C(C=C1)NS(=O)(=O)CCO)N1CCC2(CC2)CC1)=O)F N-(5-((4,4-difluorocyclohexyl)oxy)-1,3,4-thiadiazol-2-yl)-4-((2-hydroxyethyl)sulphonamido)-2-(6-azaspiro[2.5]oct-6-yl)benzamide